ClCC(=O)NCC1CCN(CC1)C([C@@H](C1CCCCC1)NC1=CC=C(C=C1)Cl)=O (R)-2-chloro-N-((1-(2-((4-chlorophenyl)amino)-2-cyclohexylacetyl)piperidin-4-yl)methyl)acetamide